N=1N(N=CC1)C1=NC=C(C=N1)OC1=CC=C(C=C1)C(C)(C)C1=CC=C(OC2CC(C2)NC=2C=C3C(N(C(C3=CC2)=O)C2C(NC(CC2)=O)=O)=O)C=C1 5-(((1r,3r)-3-(4-(2-(4-((2-(2H-1,2,3-triazol-2-yl)pyrimidin-5-yl)oxy)phenyl)propan-2-yl)phenoxy)cyclobutyl)amino)-2-(2,6-dioxopiperidin-3-yl)isoindolin-1,3-dione